N-(5-bromo-6-(4-(trifluoromethyl)phenyl)pyridin-2-yl)-6-chloropyridine-2-sulfonamide BrC=1C=CC(=NC1C1=CC=C(C=C1)C(F)(F)F)NS(=O)(=O)C1=NC(=CC=C1)Cl